methyl 4-[5-(azetidin-3-yloxy)-3-[(3,5-difluorophenyl)methoxy]pyridin-2-yl]-5-methylthiophene-2-carboxylate N1CC(C1)OC=1C=C(C(=NC1)C=1C=C(SC1C)C(=O)OC)OCC1=CC(=CC(=C1)F)F